3-propionamidocyclopentane-1-carboxamide C(CC)(=O)NC1CC(CC1)C(=O)N